tert-butyl 1-(((2-amino-5-(methoxycarbonyl)phenyl)amino)methyl)-2-azabicyclo[2.1.1]hexane-2-carboxylate NC1=C(C=C(C=C1)C(=O)OC)NCC12N(CC(C1)C2)C(=O)OC(C)(C)C